ethyl (2S)-2-bromo-2-fluoro-acetate Br[C@@H](C(=O)OCC)F